2-((3-chloro-4-fluorophenyl)((3,3-difluorocyclobutyl)methoxy)methyl)-5-methyl-4-(methyl-sulfonyl)-1H-imidazole ClC=1C=C(C=CC1F)C(C=1NC(=C(N1)S(=O)(=O)C)C)OCC1CC(C1)(F)F